[Si](C)(C)(C(C)(C)C)OCC=C(C1=NC=CC=C1)OS(=O)(=O)C(F)(F)F 3-((tert-butyldimethylsilyl)oxy)-1-(pyridin-2-yl)prop-1-en-1-yl-trifluoromethanesulfonic acid